3,3'-Diaminobiphenyl NC=1C=C(C=CC1)C1=CC(=CC=C1)N